4,4'-bis(N-(3-methylphenyl)-N-phenylamino)biphenyl CC=1C=C(C=CC1)N(C1=CC=CC=C1)C1=CC=C(C=C1)C1=CC=C(C=C1)N(C1=CC(=CC=C1)C)C1=CC=CC=C1